2,2,2-trifluoroethyl 2-oxo-2-[pyrimidin-2-ylmethyl-[[5-(trifluoromethyl)-2-pyridyl]methyl]amino]acetate O=C(C(=O)OCC(F)(F)F)N(CC1=NC=C(C=C1)C(F)(F)F)CC1=NC=CC=N1